isopropyl cis-N-[4-[5-[2-(ethylsulfamoyl)-4-[(1-methylimidazol-2-yl)amino]phenyl] thiazol-2-yl]cyclohexyl]carbamate C(C)NS(=O)(=O)C1=C(C=CC(=C1)NC=1N(C=CN1)C)C1=CN=C(S1)[C@H]1CC[C@H](CC1)NC(OC(C)C)=O